3-(4-bromophenyl)-2,2-dimethylpropionic acid tert-butyl ester C(C)(C)(C)OC(C(CC1=CC=C(C=C1)Br)(C)C)=O